trans-3-[(4-chlorobenzyl)oxy]-N-[3-(4-ethyl-6-oxo-1,6-dihydropyrimidin-2-yl)-2-fluoro-4-(trifluoromethyl)benzyl]cyclobutane-1-carboxamide ClC1=CC=C(CO[C@@H]2C[C@H](C2)C(=O)NCC2=C(C(=C(C=C2)C(F)(F)F)C=2NC(C=C(N2)CC)=O)F)C=C1